BrC1=CC(=C(C2=C3N(N=C12)CCC3)OC)N 6-Bromo-9-methoxy-2,3-dihydro-1H-pyrrolo[1,2-b]indazol-8-amine